tert-butyl [2-(1,5-dimethyl-1H-pyrazol-4-yl)-2-oxoethyl]carbamate CN1N=CC(=C1C)C(CNC(OC(C)(C)C)=O)=O